(R)-2-amino-4-((tert-butoxycarbonyl)amino)butyric acid N[C@@H](C(=O)O)CCNC(=O)OC(C)(C)C